N1=CC=C(C=C1)COC=1C(=NC=CC1)NC=1SC=C(N1)[C@@H]1N(CC(C1)(F)F)C1=CC=CC=C1 3-((4-pyridyl)methoxy)pyridinyl-(R)-(4-(4,4-difluoro-1-phenylpyrrolidin-2-yl)thiazol-2-yl)amine